3-(2-fluorophenyl)-1-sulfamoyl-pyrrole-2-carboxylic acid FC1=C(C=CC=C1)C1=C(N(C=C1)S(N)(=O)=O)C(=O)O